Urethane Ethyl-Methacrylate C(C)OC(C(=C)C)=O.NC(=O)OCC